N-[(2S)-1-[(2S,4R)-2-[5-[(2-chlorophenyl)methyl]-1H-imidazol-2-yl]-4-hydroxypyrrolidin-1-yl]-3,3-dimethyl-1-oxobutan-2-yl]acetamide ClC1=C(C=CC=C1)CC1=CN=C(N1)[C@H]1N(C[C@@H](C1)O)C([C@H](C(C)(C)C)NC(C)=O)=O